C1(=CC=CC=C1)C=1N(C=CN1)CN1C(CC(C1)CCC)=O 1-[(2-phenyl-1H-imidazol-1-yl)methyl]-4-propylpyrrolidin-2-one